(2-isopropyl-4-(p-tert.butyl-phenyl)indenyl)(2,7-dimethyl-4-(p-tert.butyl-phenyl)indenyl)-zirconium dichloride [Cl-].[Cl-].C(C)(C)C=1C(C2=CC=CC(=C2C1)C1=CC=C(C=C1)C(C)(C)C)[Zr+2]C1C(=CC2=C(C=CC(=C12)C)C1=CC=C(C=C1)C(C)(C)C)C